C(C)(C)(C)OC(=O)C1=NC(=C(C(=O)O)C=C1)NN 6-tert-butyloxycarbonyl-hydrazinonicotinic acid